2-(2-(1-((R)-1-(2,6-dichloro-3-(difluoromethyl)phenyl)ethyl)-1H-imidazo[4,5-c]pyridin-6-yl)phenyl)propanoic acid ClC1=C(C(=CC=C1C(F)F)Cl)[C@@H](C)N1C=NC=2C=NC(=CC21)C2=C(C=CC=C2)C(C(=O)O)C